4'-(3-((2-chloro-6-methylthieno[2,3-d]pyrimidin-4-yl)amino)propyl)-[1,1'-biphenyl]-4-carbonitrile ClC=1N=C(C2=C(N1)SC(=C2)C)NCCCC2=CC=C(C=C2)C2=CC=C(C=C2)C#N